C1(CC1)OC1=CC=CC=N1 6-cyclopropoxypyridin